(1-(tert-butyldimethylsilyl)-1H-indol-5-yl)boronic acid [Si](C)(C)(C(C)(C)C)N1C=CC2=CC(=CC=C12)B(O)O